C(C)[NH2+]CC.C(C(=O)[O-])(=O)[O-].C(C)[NH2+]CC oxalic acid, diethylammonium salt